ClC1=CC=C(C=C1)C(CC=1SC=CC1)=O 1-(4-chlorophenyl)-2-(thiophen-2-yl)ethan-1-one